4-(4-((2-(piperazin-1-yl)pyrimidin-4-yl)amino)phenyl)pyridin-2(1H)-one N1(CCNCC1)C1=NC=CC(=N1)NC1=CC=C(C=C1)C1=CC(NC=C1)=O